NC1=CC=C(CN2C(C3=CC=CC(=C3C2)S(=O)(=O)C=2C=C3C(=C(C=NC3=C(C2)C)C(=O)N)NC2=CC(=CC=C2)OC)=O)C=C1 6-((2-(4-aminobenzyl)-1-oxoisoindol-4-yl)sulfonyl)-4-((3-methoxyphenyl)amino)-8-methylquinoline-3-carboxamide